3,5-dichloro-4-(4-chloro-1-methyl-1H-pyrazol-5-yl)furan-2-carboxylic acid ClC1=C(OC(=C1C1=C(C=NN1C)Cl)Cl)C(=O)O